ethyl (S)-3-hydroxybutyrate O[C@H](CC(=O)OCC)C